N-(2-cyclopropyl-4-iodo-5-methylphenyl)-N-{6-methyl-7-oxo-5H-pyrrolo[3,4-b]pyridin-2-yl}-3-(oxolan-3-yl)prop-2-ynamide C1(CC1)C1=C(C=C(C(=C1)I)C)N(C(C#CC1COCC1)=O)C1=CC=C2C(=N1)C(N(C2)C)=O